dimethyl-5-(trifluoromethyl)tetrahydrofuran-2-carboxylate CC1C(OC(C1)C(F)(F)F)(C(=O)[O-])C